(R)-3-((R)-2-(1,2-dimethyl-1H-imidazole-5-carboxamido)-2-(3-fluoro-4-phosphonophenyl)acetamido)-2-hydroxy-3,4-dihydro-2H-benzo[e][1,2]oxaborinine-8-carboxylic acid CN1C(=NC=C1C(=O)N[C@@H](C(=O)N[C@@H]1B(OC2=C(C1)C=CC=C2C(=O)O)O)C2=CC(=C(C=C2)P(=O)(O)O)F)C